C(C)(C)(C)OOC(C)(CC)OOC(C)(C)C 2,2-Di-(tert-butylperoxy)butan